2-hydroxy-1-[4-(2-hydroxyethoxy)-phenyl]-2-methylpropan-1-one OC(C(=O)C1=CC=C(C=C1)OCCO)(C)C